(S)-benzyl (1-(2-fluoro-5-formylbenzoyl)pyrrolidin-3-yl)carbamate FC1=C(C(=O)N2C[C@H](CC2)NC(OCC2=CC=CC=C2)=O)C=C(C=C1)C=O